ClC1=CC2=C(N(C(N=C2N2[C@H](CN(CC2)C(C=C)=O)C)=O)C2=C(C=C(C(=O)OC)C=C2C(C)C)C)N=C1C1=C(C=CC=C1)F Methyl 4-(6-chloro-7-(2-fluorophenyl)-4-((2S)-2-methyl-4-(2-propenoyl)-1-piperazinyl)-2-oxopyrido[2,3-d]pyrimidin-1(2H)-yl)-3-methyl-5-(2-propanyl)benzoate